Br.C(C)OC(=O)C=1[C@@H](N=C(NC1C)C=1SC=CN1)C1=C(C(=CC=C1)F)C (4S)-4-(3-fluoro-2-methyl-phenyl)-6-methyl-2-thiazol-2-yl-1,4-dihydropyrimidine-5-carboxylic acid ethyl ester hydrobromide